ClC=1C=CC(=C(C1)C1=CC(N(C=C1OC)C(C(=O)NC1=CC(=C(C=C1)C(F)(F)F)C#N)F)=O)C#N 2-(4-(5-chloro-2-cyanophenyl)-5-methoxy-2-oxopyridin-1(2H)-yl)-N-(3-cyano-4-(trifluoromethyl)phenyl)-2-fluoroacetamide